tert-butyl (R)-(1-cyclopropyl-2-hydroxyethyl)carbamate C1(CC1)[C@H](CO)NC(OC(C)(C)C)=O